NC1=C(C=C2N=C(C(=NC2=C1C1=C(C(=CC=C1)O)C)C)C)C(=O)N (M)-7-Amino-8-(3-hydroxy-2-methylphenyl)-2,3-dimethylquinoxaline-6-carboxamide